N(C1=CC=CC=C1)C1=C(NC=2[C@@H]3[C@H](NC(C21)=O)CCC3)C3=CC(=NC=C3)NC([C@H](CC(F)F)C3=CC=C(C=C3)F)=O (-)-(2R)-N-{4-[cis-3-Anilino-4-oxo-1,4,5,5a,6,7,8,8a-octahydrocyclopenta[b]pyrrolo[2,3-d]pyridin-2-yl]pyridin-2-yl}-4,4-difluoro-2-(4-fluorophenyl)butanamid